Cl.O[C@@H]1CN(CC1)CCCNC(=O)C1=CC=CN2C1=NC=1C3=C(C=CC1C2=O)C=CC=C3 (S)-N-(3-(3-hydroxypyrrolidin-1-yl)propyl)-7-oxo-7H-benzo[h]pyrido[2,1-b]quinazoline-12-carboxamide hydrochloride